COC1=CC=C(C=C1)C1=NOC(=N1)N1CCC(CC1)C(=O)NCC1CN(CC1)CC=1OC=C(C1)C 1-(3-(4-Methoxyphenyl)-1,2,4-oxadiazol-5-yl)-N-((1-((4-methylfuran-2-yl)methyl)pyrrolidin-3-yl)methyl)piperidine-4-carboxamide